N-[2-(3-hydroxy-3-methylbutyl)-6-(2-hydroxypropan-2-yl)-2H-indazol-5-yl]-6-(trifluoromethyl)pyridine-2-carboxamide OC(CCN1N=C2C=C(C(=CC2=C1)NC(=O)C1=NC(=CC=C1)C(F)(F)F)C(C)(C)O)(C)C